FC(C1=NN(C(=C1)C(F)F)CC(=O)N1CCC(CC1)C=1SC=C(N1)C1=NO[C@@H](C1)C1=C(C=CC=C1)CS(=O)(=O)[O-])F 2-{(5S)-3-[2-(1-{[3,5-bis(difluoromethyl)-1H-pyrazole-1-yl]acetyl}piperidin-4-yl)-1,3-thiazol-4-yl]-4,5-dihydro-1,2-oxazol-5-yl}phenylmethanesulfonate